Tert-butyl N-[2-[3-[2-(2,6-dioxo-3-piperidyl)-1,3-dioxo-isoindolin-4-yl]propoxy]ethyl]-N-methyl-carbamate O=C1NC(CCC1N1C(C2=CC=CC(=C2C1=O)CCCOCCN(C(OC(C)(C)C)=O)C)=O)=O